FC1(CCN(CC1)C(C(F)(F)C=1C=C(C(=O)NC2=CC(=C(C=C2)F)C)C=CC1F)=O)F 3-(2-(4,4-difluoropiperidin-1-yl)-1,1-difluoro-2-oxoethyl)-4-fluoro-N-(4-fluoro-3-methylphenyl)benzamide